ClC1=NC(=NC(=C1CC(=O)O)Cl)C 2-(4,6-dichloro-2-methylpyrimidin-5-yl)acetic acid